n-tetracosyl alcohol C(CCCCCCCCCCCCCCCCCCCCCCC)O